CC(C)C=1C=C(C#N)C=CC1B1OC(C(O1)(C)C)(C)C 3-(propan-2-yl)-4-(4,4,5,5-tetramethyl-1,3,2-dioxaborolan-2-yl)benzonitrile